CC(CCNC1=C(C=C(C(=O)O)C=C1)S(NC)(=O)=O)(C)C 4-(3,3-dimethylbutylamino)-3-(methylsulfamoyl)benzoic acid